N-cyclopropyl-6-[4-(4-fluoropyrazolo[1,5-a]pyridin-2-yl)-1-tetrahydropyran-2-yl-6,7-dihydro-4H-imidazo[4,5-c]pyridin-5-yl]pyridazine-3-carboxamide C1(CC1)NC(=O)C=1N=NC(=CC1)N1C(C2=C(CC1)N(C=N2)C2OCCCC2)C2=NN1C(C(=CC=C1)F)=C2